FC1(CC1)CN1CC(CCC1)C(=O)O 1-(1-fluoro-cyclopropylmethyl)-piperidine-3-carboxylic acid